N1=C(C=CC=C1)C1=NNC=C1C1=CC=NC=C1 4-(3-(pyridin-2-yl)-1H-pyrazol-4-yl)pyridin